tert-butyl [(2S)-1-(trifluoromethoxy)propan-2-yl]carbamate FC(OC[C@H](C)NC(OC(C)(C)C)=O)(F)F